P(=O)(OCCCCCCCCCCCCCC)(OCCCCCCCCCCCCCC)[O-] di(tetradecyl) phosphate